ClC1=C2C(=NC=C1C=1C=C3[C@](C(NC3=CC1)=O)(O)C1CC1)NCC21CC1 (R)-5-(4'-chloro-1',2'-dihydrospiro[cyclopropane-1,3'-pyrrolo[2,3-b]pyridin]-5'-yl)-3-cyclopropyl-3-hydroxyindolin-2-one